isopropyl-8-((2R,3S)-2-methyl-3-((methanesulfonyl)methyl)azetidin-1-yl)isoquinolin-3-amine C(C)(C)C1=NC(=CC2=CC=CC(=C12)N1[C@@H]([C@H](C1)CS(=O)(=O)C)C)N